C(C1=CC=CC=C1)N(C(=O)OC(C)(C)C)CCO 2-[N-benzyl-N-(tert-butoxycarbonyl)amino]ethan-1-ol